1,2-diphenyl-1-propanone C1(=CC=CC=C1)C(C(C)C1=CC=CC=C1)=O